C(OCCCOOC(C)(C)CCC)([O-])=O t-hexylperoxy-n-propyl monocarbonate